ClC=1C=C(C=CC1)[C@H](C)N (S)-1-(3-chlorophenyl)ethan-1-amine